C12CNCC(OC1)N2 6-oxa-3,8-diazabicyclo[3.2.1]Octane